ClC1=C2C(N(C(NC2=C(C=C1)S(=O)(=O)C1=CC(=C2C=NN(C2=C1)CC[C@@H]1[C@H](C1)F)F)=O)O)=O 5-chloro-8-((4-fluoro-1-(2-((1S,2S)-2-fluorocyclopropyl)ethyl)-1H-indazol-6-yl)sulfonyl)-3-hydroxyquinazoline-2,4(1H,3H)-dione